CN(NCC1=NC=C(C=C1)C(F)(F)F)C1=NSC=C1 3-(1-methyl-2-((5-(trifluoromethyl)pyridin-2-yl)methyl)hydrazineyl)isothiazole